5-phenyl-7-(2-tert-butyl-1H-1-indolyl)benzothiophene C1(=CC=CC=C1)C=1C=C(C2=C(C=CS2)C1)N1C(=CC2=CC=CC=C12)C(C)(C)C